CN1N=C(C2=CC=CC(=C12)OC1CCN(CC1)C(=O)C1=NNC(=C1)C=1C=NC=CC1)C1C(NC(CC1)=O)=O 3-(1-methyl-7-((1-(5-(pyridin-3-yl)-1H-pyrazole-3-carbonyl)piperidin-4-yl)oxy)-1H-indazol-3-yl)piperidine-2,6-dione